CC=1OC(=C(N1)C1=CC=CC=C1)C1C2=CC=CC=C2OC=2C(=CC=CC12)C 2-Methyl-5-(4-methyl-9H-xanthen-9-yl)-4-phenyloxazole